4-(2-Methoxypyridin-4-yl)-1-(5-(methylsulfonyl)pyridin-2-yl)-1H-pyrazol-5-ol COC1=NC=CC(=C1)C=1C=NN(C1O)C1=NC=C(C=C1)S(=O)(=O)C